C(C1=CC=CC=C1)C=1SC(=CC(C1)=O)C 2-benzyl-6-methyl-4H-thiopyr-4-one